COC1=NC(=CC(N1)(N)C1=C(C=CC(=C1)[N+](=O)[O-])N1CCN(CC1)C)C=1C=C2C=CN(C2=CC1)C 2-methoxy-4-((4-methylpiperazine-1-yl)-5-nitrophenyl)-6-(1-methyl-1H-indole-5-yl)pyrimidine-4-amine